C(C)(C)(C)OC(CC[C@@H](C(=O)N)N1C(C2=CC=CC(=C2C1)OCCOCCOCCOCCO)=O)=O (S)-5-amino-4-(4-(2-(2-(2-(2-hydroxyethoxy)ethoxy)ethoxy)ethoxy)-1-oxoisoindolin-2-yl)-5-oxopentanoic acid tert-butyl ester